3,5-dimethylcyclohexane-1-carbonitrile CC1CC(CC(C1)C)C#N